7-Bromo-N-((4R,5S,7R,8R,9S,10R)-8,10-dihydroxy-7-(hydroxymethyl)-9-(4-(3,4,5-trifluorophenyl)-1H-1,2,3-triazol-1-yl)-1,6-dioxaspiro[4.5]decan-4-yl)-1-naphthamide BrC1=CC=C2C=CC=C(C2=C1)C(=O)N[C@@H]1CCO[C@]12O[C@@H]([C@@H]([C@@H]([C@H]2O)N2N=NC(=C2)C2=CC(=C(C(=C2)F)F)F)O)CO